CNC(C1=CC(=CC=C1)C1=CN=C2N1N=C(C(=C2)C=2C=NN(C2)C)OC2COCC2)=O N-Methyl-3-(7-(1-methyl-1H-pyrazol-4-yl)-6-((tetrahydrofuran-3-yl)oxy)imidazo[1,2-b]pyridazin-3-yl)benzamide